2-(3-methylphenoxy)-N-phenyl-N-tetrahydrothiophen-3-yl-acetamide CC=1C=C(OCC(=O)N(C2CSCC2)C2=CC=CC=C2)C=CC1